C12CN(CC(N1)C2)C=2OC1=C(N2)C=C(C=C1C=1SC=CN1)C(C(F)(F)F)OC 2-(3,6-diazabicyclo[3.1.1]heptan-3-yl)-7-(thiazol-2-yl)-5-(2,2,2-trifluoro-1-methoxyethyl)benzo[d]oxazole